C(C1=CC=CC=C1)NC1=C2N=CN(C2=NC(=N1)C=1C=NC=C(C1)OC)[C@H]1[C@@H]([C@@H]([C@H](O1)C(=O)NC=C)O)O (2S,3S,4R,5R)-5-(6-(benzylamino)-2-(5-methoxypyridin-3-yl)-9H-purin-9-yl)-3,4-dihydroxyl-N-vinyltetrahydrofuran-2-formamide